2-[(1S,5R)-5-acetyloxycyclopent-2-ene-1-yl]ethanoic acid C(C)(=O)O[C@@H]1CC=C[C@@H]1CC(=O)O